1,1,1-tris(hydroxymethyl)propane methyl-1-(4-(1-((4-((2-(tert-butoxy)-2-oxoethyl)carbamoyl)phenyl)sulfonyl)piperidin-4-yl)phenoxy)-3,6,9,12-tetraoxapentadecan-15-oate COC(CCOCCOCCOCCOCCOC1=CC=C(C=C1)C1CCN(CC1)S(=O)(=O)C1=CC=C(C=C1)C(NCC(=O)OC(C)(C)C)=O)=O.OCC(CC)(CO)CO